C(CCCCCC)OCCCC=O 4-n-heptyloxybutanal